Br.OC1=C(C=C2CCNCC2=C1)C=O 7-hydroxy-1,2,3,4-tetrahydro-isoquinoline-6-carbaldehyde hydrobromide salt